1-N'-(4-fluorophenyl)-1-N-[4-[[7-methoxy-6-(methylcarbamoyl)-1,5-naphthyridin-4-yl]oxy]phenyl]cyclopropane-1,1-dicarboxamide FC1=CC=C(C=C1)NC(=O)C1(CC1)C(=O)NC1=CC=C(C=C1)OC1=CC=NC2=CC(=C(N=C12)C(NC)=O)OC